C(C)(=O)C1=CC(=C(C=C1)C1=NN=C(C(N1C)=O)N[C@H]1CN(CCC1)CC)O 3-(4-Acetyl-2-hydroxy-phenyl)-6-[[(3R)-1-ethyl-3-piperidyl]amino]-4-methyl-1,2,4-triazin-5-one